4,6-di-O-acetyl-3-azido-3-deoxy-2-O-methyl-1-thio-alpha-D-galactopyranose C(C)(=O)O[C@@H]1[C@@H]([C@H]([C@@H](S)O[C@@H]1COC(C)=O)OC)N=[N+]=[N-]